methyl 1-(4-fluorobenzyl)-1H-pyrazole-4-carboxylate FC1=CC=C(CN2N=CC(=C2)C(=O)OC)C=C1